Tert-butyl (2s,6s)-4-(1-((3-(5-fluoro-2-((2-fluoro-3-(methylsulfonyl) phenyl) amino) pyrimidin-4-yl)-1H-indol-7-yl) amino)-1-oxopropan-2-yl)-2,6-dimethylpiperazine-1-carboxylate FC=1C(=NC(=NC1)NC1=C(C(=CC=C1)S(=O)(=O)C)F)C1=CNC2=C(C=CC=C12)NC(C(C)N1C[C@@H](N([C@H](C1)C)C(=O)OC(C)(C)C)C)=O